6-(8-Methoxy-2-methylimidazo[1,2-a]pyridin-6-yl)-2-(1-methylpiperidin-4-yl)quinazolin-4(3H)-one COC=1C=2N(C=C(C1)C=1C=C3C(NC(=NC3=CC1)C1CCN(CC1)C)=O)C=C(N2)C